3-chloro-2-piperazin-1-yl-1,5-naphthyridine ClC=1C(=NC2=CC=CN=C2C1)N1CCNCC1